O[C@H](C(C(=O)OC)=C)C methyl (3S)-3-hydroxy-2-methylene-butanoate